7-chlorothieno[3,2-d]pyrimidine-2,4(1H,3H)-dione ClC1=CSC2=C1NC(NC2=O)=O